B(OC1=CC(=C(C(=C1)F)OC)F)([O-])[O-] (3,5-difluoro-4-methoxyphenyl) borate